C(CCCCCC)N[C@H]1CN(C[C@@H]1OCCCCCCC)C(=O)C1=CC=C(C(=O)N2C[C@H]([C@@H](C2)C(=O)N[C@@H]2[C@H](C2)C2=CC=CC=C2)C(=O)N[C@@H]2[C@H](C2)C2=CC=CC=C2)C=C1 (3S,4S)-1-(4-((3S,4S)-3-(heptylamino)-4-(heptyloxy)pyrrolidine-1-carbonyl)benzoyl)-N3,N4-bis((1S,2R)-2-phenylcyclopropyl)pyrrolidine-3,4-dicarboxamide